[Cl-].[Cl-].C1(=CC=CC=2C3=CC=CC=C3CC12)[Zr+2]C1=CC=CC=2C3=CC=CC=C3CC12 bis-fluorenyl zirconium dichloride